C(C)P([O-])(=O)CC.[Al+3].C(C)P([O-])(=O)CC.C(C)P([O-])(=O)CC aluminum dieth-ylphosphinate